Ethyl 3-methyl-4-(1H-pyrazol-3-yl)-1H-pyrrole-2-carboxylate CC1=C(NC=C1C1=NNC=C1)C(=O)OCC